NC=1C2=C(N=CN1)N(C=C2)[C@H]2[C@@H]([C@@H]([C@H](C2)C2=CC=NN2)O)O (1R,2S,3R,5R)-3-(4-amino-7H-pyrrolo[2,3-d]pyrimidin-7-yl)-5-(1H-pyrazol-5-yl)cyclopentane-1,2-diol